(5-Chloro-1-methyl-3-(6-(trifluoromethyl)pyridin-2-yl)-1H-pyrazol-4-yl)(9-(3,3-dimethylbutyl)-2,9-diazaspiro[5.5]undecan-2-yl)methanone ClC1=C(C(=NN1C)C1=NC(=CC=C1)C(F)(F)F)C(=O)N1CC2(CCC1)CCN(CC2)CCC(C)(C)C